(S)-4-((2-((2-methylpyrimidin-4-yl)oxy)ethyl)(4-(5,6,7,8-tetrahydro-1,8-naphthyridin-2-yl)butyl)amino)-2-(2-phenylacetamido)butanoic acid CC1=NC=CC(=N1)OCCN(CC[C@@H](C(=O)O)NC(CC1=CC=CC=C1)=O)CCCCC1=NC=2NCCCC2C=C1